acryloyloxypropyltriethylammonium chloride [Cl-].C(C=C)(=O)OCCC[N+](CC)(CC)CC